N-formamidoformamide C(=O)NNC=O